4-((5-fluoro-2-((4-morpholinylphenyl)amino)pyrimidin-4-yl)amino)-N-hydroxybenzamide FC=1C(=NC(=NC1)NC1=CC=C(C=C1)N1CCOCC1)NC1=CC=C(C(=O)NO)C=C1